(6-(4-methoxybenzylamino)pyridazin-3-yl)methanol tert-butyl-(3aR,5s,6aS)-5-((1-(2,2-difluoroethyl)-1H-pyrazolo[3,4-b]pyrazin-6-yl)amino)hexahydrocyclopenta[c]pyrrole-2(1H)-carboxylate C(C)(C)(C)C1N(C[C@H]2[C@@H]1C[C@H](C2)NC2=CN=C1C(=N2)N(N=C1)CC(F)F)C(=O)OCC=1N=NC(=CC1)NCC1=CC=C(C=C1)OC